(R)-thiophosphate P(=S)([O-])([O-])[O-]